FC1(CCCC1)CC=1OC(=CN1)C=1C(=NC=CC1)C1=CC=2N(C=C1)C=CN2 2-((1-fluorocyclopentyl)methyl)-5-(2-(imidazo[1,2-a]pyridin-7-yl)pyridin-3-yl)oxazole